N-methyl-1-(1H-tetrazol-5-yl)methylamine CNCC1=NN=NN1